BrC=1C=C(C=C(C1)B(O)O)C(=O)O 5-bromo-3-carboxyphenylboronic acid